1H-benzimidazol-2-on N1C(NC2=C1C=CC=C2)=O